C(C)(C)(C)OC(=O)N(C=1C(=NC=C(C1)C=C)C(=O)OC)C(=O)OC(C)(C)C methyl 3-(bis(tert-butoxycarbonyl)amino)-5-vinylpicolinate